N[C@@H]1C(CN(CC1)C1=NC=CC(=N1)NC=1N=CC2=C(C=CC(=C2C1)C(C)C)N1[C@@H]([C@H](C1)CS(=O)(=O)C)C)(F)F N-{2-[(4S)-4-amino-3,3-difluoropiperidin-1-yl]pyrimidin-4-yl}-8-[(2R,3S)-3-(methanesulfonylmeth-yl)-2-methylazetidin-1-yl]-5-(propan-2-yl)isoquinolin-3-amine